3-(4-(((1-(6-((5-fluoro-4-(4-fluoro-1-isopropyl-2-methyl-1H-benzo[d]imidazol-6-yl)pyrimidin-2-yl)amino)pyridin-3-yl)piperidin-4-yl)(methyl)amino)methyl)phenyl)piperidine-2,6-dione FC=1C(=NC(=NC1)NC1=CC=C(C=N1)N1CCC(CC1)N(C)CC1=CC=C(C=C1)C1C(NC(CC1)=O)=O)C=1C=C(C2=C(N(C(=N2)C)C(C)C)C1)F